C1(CCCC1)B(O)O 1-cyclopentylboronic acid